4-(1H-imidazol-1-ylmethyl)benzonitrile N1(C=NC=C1)CC1=CC=C(C#N)C=C1